FC(CN1N=NC(=C1)C(=O)NCC1=C(C=CC(=C1)OC(F)(F)F)F)CCN1N=NC(=C1)C(NCC1=NC=C(C=C1)C(F)(F)F)=O 1-{2-fluoro-4-[4-({[5-(trifluoromethyl)pyridin-2-yl]methyl}carbamoyl)-1H-1,2,3-triazol-1-yl]butyl}-N-{[2-fluoro-5-(trifluoromethoxy)phenyl]methyl}-1H-1,2,3-triazole-4-carboxamide